FC=1C(=C(C=CC1F)[C@H]1[C@@H](O[C@]([C@H]1C)(C(F)(F)F)C)C1=CC(C(=C(N1)C)S(=O)(=O)C)=O)OC 6-((2R,3S,4S,5R)-3-(3,4-difluoro-2-methoxyphenyl)-4,5-dimethyl-5-(trifluoromethyl)tetrahydrofuran-2-yl)-2-methyl-3-(methylsulfonyl)pyridin-4(1H)-one